tert-butyl (3S)-3-[4-(3-bromo-2-methyl-phenoxy)butyl]piperidine-1-carboxylate BrC=1C(=C(OCCCC[C@@H]2CN(CCC2)C(=O)OC(C)(C)C)C=CC1)C